tert-butyl (5R)-5-methyl-2,2-dioxo-oxathiazolidine-3-carboxylate C[C@@H]1CN(S(=O)(=O)O1)C(=O)OC(C)(C)C